ethyl 6-formyl-4H-thieno[3,2-b]pyrrole-2-carboxylate C(=O)C=1C2=C(NC1)C=C(S2)C(=O)OCC